1-(naphthalen-2-ylsulfonyl)piperidine C1=C(C=CC2=CC=CC=C12)S(=O)(=O)N1CCCCC1